N1CCC12CN(C2)C=2C=CC=1N=CN=C(C1N2)NC2=CC(=NC=C2)C(F)(F)F 6-(1,6-Diazaspiro[3.3]heptan-6-yl)-N-(2-(trifluoromethyl)pyridin-4-yl)pyrido[3,2-d]pyrimidin-4-amine